(1R,3R)-2-(bicyclo[1.1.1]pentan-1-yl)-1-(4-(2-bromoethoxy)phenyl)-3-methyl-2,3,4,9-tetrahydro-1H-pyrido[3,4-b]indole C12(CC(C1)C2)N2[C@@H](C=1NC3=CC=CC=C3C1C[C@H]2C)C2=CC=C(C=C2)OCCBr